BrC=1C=C(C=CC1)C(C)(C)NC(OC(C)(C)C)=O tert-butyl N-[1-(3-bromophenyl)-1-methyl-ethyl]carbamate